(4-cyclopropyl-6-methoxypyrimidin-5-yl)-7-(4-(1-(1-methylazetidin-3-yl)-4-(trifluoromethyl)-1H-imidazol-2-yl)benzyl)-5H-pyrrolo[3,2-d]pyrimidine C1(CC1)C1=NC=NC(=C1C=1N=CC2=C(N1)C(=CN2)CC2=CC=C(C=C2)C=2N(C=C(N2)C(F)(F)F)C2CN(C2)C)OC